NC1=CC=C(C=C1)S(=O)(=O)NCCOCCOC/C=C/C(=O)O (E)-4-[2-[2-[(4-aminophenyl)sulfonylamino]ethoxy]ethoxy]but-2-enoic acid